benzyl 2-methyl (2S,4S)-4-(N-((1s,4R)-4-methylcyclohexyl)isobutyramido)pyrrolidine-1,2-dicarboxylate CC1CCC(CC1)N(C(C(C)C)=O)[C@H]1C[C@H](N(C1)C(=O)OCC1=CC=CC=C1)C(=O)OC